ethyl (2-(3-(5-(((S)-1-cyclopropylethyl)carbamoyl)-1-(2-hydroxyethyl)-1H-pyrazol-3-yl)phenyl)oxazole-5-carbonyl)-L-valinate C1(CC1)[C@H](C)NC(=O)C1=CC(=NN1CCO)C=1C=C(C=CC1)C=1OC(=CN1)C(=O)N[C@@H](C(C)C)C(=O)OCC